C(C=C)C1=NC=CN1CC allyl-3-ethylimidazole